C(C)(C)(C)OC([C@@H](NC(=O)OCC1C2=CC=CC=C2C2=CC=CC=C12)[C@H](O)C)=O Fmocthreonine-t-butyl ester